NC1=CC=C(N=N1)C1CCN(CC1)C(=O)C1=CC(=C(C=C1)C1=CC=C(C=C1)C(F)(F)F)OC [4-(6-Amino-pyridazin-3-yl)-piperidin-1-yl]-(2-methoxy-4'-trifluoromethyl-biphenyl-4-yl)-methanone